ClC1=NC2=CC=CN=C2C(=C1C#N)NC(CCO)CCC 2-chloro-4-((1-hydroxyhex-3-yl)amino)-1,5-naphthyridine-3-carbonitrile